C(CCCCCCC)N1C(CCC1)=O 1-octylpyrrolidine-2-one